(S)-N-((R)-(3-chloro-4-(trifluoromethoxy)phenyl)(2-(trifluoro-methyl)pyrimidin-4-yl)methyl)-2-oxooxazolidine-5-carboxamide ClC=1C=C(C=CC1OC(F)(F)F)[C@@H](NC(=O)[C@@H]1CNC(O1)=O)C1=NC(=NC=C1)C(F)(F)F